3,3'-ethylenedioxybis(propylamine) C(OCCCN)COCCCN